C(C(C)(C)C)OC(C(CC(=O)OCC(C)(C)C)(C)C)=O dineopentyl-2,2-dimethylsuccinate